COC1=C(C=CC(=C1)OC)C1=NC=C(C(=O)O)C=C1 6-(2,4-dimethoxyphenyl)nicotinic acid